pyrrolidino-butyrophenone N1(CCCC1)C(C(=O)C1=CC=CC=C1)CC